C(CCCCCCCCCCCCCCC)OCCCO 3-hexadecyloxy-1-propanol